3-(4-fluorobenzoyl)-1,2,3,6-tetrahydroazepino[4,5-b]indole-5-carboxylic acid ethyl ester C(C)OC(=O)C1=CN(CCC2=C1NC=1C=CC=CC21)C(C2=CC=C(C=C2)F)=O